2,4-diiodopyrimidine IC1=NC=CC(=N1)I